N1=CC=CC=2CN(CCC12)CCOC1=CC=C(CCNC2=NC=3N(C(=N2)N)N=C(N3)C=3OC=CC3)C=C1 N5-(4-(2-(7,8-dihydro-1,6-naphthyridin-6(5H)-yl)ethoxy)phenethyl)-2-(furan-2-yl)-[1,2,4]triazolo[1,5-a][1,3,5]triazine-5,7-diamine